F[P-](F)(F)(F)(F)F.CC1=CC=C(C=C1)[I+]C1=CC=C(C=C1)CC(C)C (4-methylphenyl)-[4-(2-methylpropyl)phenyl]iodonium hexafluorophosphate